1-(1-(4-methoxybenzyl)-2-(trifluoromethyl)-1H-imidazol-4-yl)ethanone COC1=CC=C(CN2C(=NC(=C2)C(C)=O)C(F)(F)F)C=C1